ethyl 2-[(3R)-1-[(2R)-2-[[2-methyl-4-(o-tolyl)-7-quinolyl]oxy]propanoyl]-3-piperidyl]acetate CC1=NC2=CC(=CC=C2C(=C1)C1=C(C=CC=C1)C)O[C@@H](C(=O)N1C[C@H](CCC1)CC(=O)OCC)C